O=C1NC(CCC1N1C(C2=CC=CC(=C2C1=O)NCCC(=O)N1CCN(CC1)C1=CC=C(C=C1)C1=NNC2=C1N=C(N=C2)C2=C(C=CC=C2OC)F)=O)=O 2-(2,6-Dioxopiperidin-3-yl)-4-((3-(4-(4-(5-(2-fluoro-6-methoxyphenyl)-1H-pyrazolo[4,3-d]pyrimidin-3-yl)phenyl)piperazin-1-yl)-3-oxopropyl)amino)isoindoline-1,3-dione